C(C)(C)(C)C1=NOC(=N1)C(=O)N[C@H](C)C1=C(C=C(C=C1)C1=CC(=NC=N1)NC1=CC=C(C=N1)N1[C@H](CN(CC1)C(=O)OC(C)(C)C)C)C(F)(F)F tert-butyl (S)-4-(6-((6-(4-((R)-1-(3-(tert-butyl)-1,2,4-oxadiazole-5-carboxamido)ethyl)-3-(trifluoromethyl)phenyl)pyrimidin-4-yl)amino)pyridin-3-yl)-3-methylpiperazine-1-carboxylate